(S)-3-(5-(((3S,5R)-1-ethyl-5-methylpiperidin-3-yl)oxy)-1-oxoisoindolin-2-yl)piperidine-2,6-dione C(C)N1C[C@H](C[C@H](C1)C)OC=1C=C2CN(C(C2=CC1)=O)[C@@H]1C(NC(CC1)=O)=O